1-(5-(trifluoromethyl)pyridin-2-yl)pyrrolo[1,2-a]pyrazine-3-carbonitrile FC(C=1C=CC(=NC1)C=1C=2N(C=C(N1)C#N)C=CC2)(F)F